1-(4-((6-(6-methoxypyrimidin-4-yl)pyrazolo[1,5-a]pyrazin-4-yl)oxy)azepan-1-yl)prop-2-en-1-one COC1=CC(=NC=N1)C=1N=C(C=2N(C1)N=CC2)OC2CCN(CCC2)C(C=C)=O